1-[6-tert-butyl-7-(2-methoxyethyl)-5-methyl-pyrrolo[2,3-b]pyrazin-3-yl]-2-dimethoxyphosphoryl-ethanone C(C)(C)(C)C1=C(C=2C(=NC(=CN2)C(CP(=O)(OC)OC)=O)N1C)CCOC